4-(4-chloro-3-{3-methyl-5-[4-(trifluoromethyl)-phenoxy]phenyl}-1H-pyrrolo[3,2-c]pyridin-1-yl)butyl methanesulfonate CS(=O)(=O)OCCCCN1C=C(C=2C(=NC=CC21)Cl)C2=CC(=CC(=C2)OC2=CC=C(C=C2)C(F)(F)F)C